NCCC1=CC=C(C=C1)C1=CC=CC=C1 4'-(2-aminoethyl)-[1,1'-biphenyl]